3-(2,6-difluoro-3,5-dimethoxyphenyl)-7-(1,3-dimethyl-1H-pyrazol-4-yl)-1-(isoquinolin-7-yl)-3,4-dihydropyrido[4,3-d]pyrimidin-2(1H)-one FC1=C(C(=C(C=C1OC)OC)F)N1C(N(C2=C(C1)C=NC(=C2)C=2C(=NN(C2)C)C)C2=CC=C1C=CN=CC1=C2)=O